CN1C2=C(OC[C@@H](C1=O)NC(=O)C1=NC=CC(=C1)OC1=CC=CC=C1)C=CC(=C2)N2CCC1(CC2)CCN(CC1)C (S)-N-(5-methyl-7-(9-methyl-3,9-diazaspiro[5.5]undec-3-yl)-4-oxo-2,3,4,5-tetrahydrobenzo[b][1,4]oxazepin-3-yl)-4-phenoxypyridineamide